C(C)N1CCC(CC1)NC1=C2C(=NC=3C=C(C(=CC13)OC)CC)CCOCC2 1-ethyl-N-{8-ethyl-9-methoxy-1H,2H,4H,5H-oxepino[4,5-b]quinolin-11-yl}piperidin-4-amine